FC(C=1N=CC(=NC1)CC1CC2(CN(C2)C(=O)OCCCC)C1)(F)F butyl 6-[[5-(trifluoromethyl)pyrazin-2-yl]methyl]-2-azaspiro[3.3]heptane-2-carboxylate